C(C)(C)C1=C(NC2=CC=C(C=C12)C1CN(C1)CC(=O)N(C)C)C1=CN(C(C(=C1C)C)=O)C 2-(3-(3-isopropyl-2-(1,4,5-trimethyl-6-oxo-1,6-dihydropyridin-3-yl)-1H-indol-5-yl)azetidin-1-yl)-N,N-dimethylacetamide